O1C(=CC2=C1C=CC=C2)CNC(=O)C2=CC=C1C(N(C(N(C1=C2)CC2=C(C=CC=C2F)Cl)=O)C)C N-(benzofuran-2-ylmethyl)-1-(2-chloro-6-fluorobenzyl)-3,4-dimethyl-2-oxo-1,2,3,4-tetrahydroquinazoline-7-carboxamide